N'-(3-methoxybenzylidene)-4-[3-(quinolin-6-yl)ureido]benzoylhydrazine COC=1C=C(C=NNC(C2=CC=C(C=C2)NC(=O)NC=2C=C3C=CC=NC3=CC2)=O)C=CC1